BrC=1C=CC2=C(N(C(=N2)C)C2=CC=CC=C2)C1 6-bromo-2-methyl-1-phenyl-1H-benzo[d]imidazole